C(C)S(=O)(=O)C1=CC=C(C=C1)C(CO)NC(C1=CC(=CC=C1)F)=O N-(1-(4-(ethanesulfonyl)phenyl)-2-hydroxyethyl)-3-fluorobenzamide